(1R,3R,4R)-N-[(1S)-1-cyano-2-[(3S)-2-oxo-3-piperidyl]ethyl]-2-(4,7-difluoro-1H-indole-2-carbonyl)-5,5-difluoro-2-azabicyclo[2.2.2]octane-3-carboxamide C(#N)[C@H](C[C@H]1C(NCCC1)=O)NC(=O)[C@@H]1N([C@H]2CC([C@@H]1CC2)(F)F)C(=O)C=2NC1=C(C=CC(=C1C2)F)F